CC1=NC=CC=C1O 2-methylpyridin-3-ol